(R)-(hydroxymethyl)piperazine-1-carboxylic acid tert-butyl ester C(C)(C)(C)OC(=O)N1[C@H](CNCC1)CO